CN(C(=O)C1=NC(=CC=C1)NC(C1=C(C=C(C=C1F)F)F)=O)C N,N-dimethyl-6-[(2,4,6-trifluorobenzoyl)amino]pyridine-2-carboxamide